2,2'-bis(3-hydroxyprop-yloxy)-1,1'-binaphthyl OCCCOC1=C(C2=CC=CC=C2C=C1)C1=C(C=CC2=CC=CC=C12)OCCCO